OCCO[C@@H](CO)OC (S)-2-(2-hydroxyethoxy)-2-methoxyethan-1-ol